(S)-1-(2-((S)-3-(Benzo[d][1,3]dioxol-5-yloxy)pyrrolidin-1-yl)acetyl)pyrrolidin-2-carbonitril O1COC2=C1C=CC(=C2)O[C@@H]2CN(CC2)CC(=O)N2[C@@H](CCC2)C#N